COC(=O)N[C@@H](C(=O)N1CC2(CC2)CC1)C1=CC=CC=C1 (S)-5-((R)-2-((methoxycarbonyl)amino)-2-phenylacetyl)-5-azaspiro[2.4]heptane